((2-(4-(difluoromethoxy)-3-methylphenyl)thiazol-5-yl)methyl)-(2-fluorophenyl)quinoxaline-2-carboxamide FC(OC1=C(C=C(C=C1)C=1SC(=CN1)CC1=C2N=C(C(=NC2=CC=C1)C(=O)N)C1=C(C=CC=C1)F)C)F